Pentanoic acid, pentyl ester C(CCCC)(=O)OCCCCC